ClC1=C(C=C2C(=C(N(C2=C1F)C)C=1NC(=NN1)[C@@H](CN(C)C)OC)N1C=NC=C1)OC (R)-2-(5-(6-chloro-7-fluoro-3-(1H-imidazol-1-yl)-5-methoxy-1-methyl-1H-indol-2-yl)-4H-1,2,4-triazol-3-yl)-2-methoxy-N,N-dimethylethan-1-amine